tert-butyl (R)-3-((benzyloxy)methyl)-6-methylene-1,4-oxazepane-4-carboxylate C(C1=CC=CC=C1)OC[C@@H]1COCC(CN1C(=O)OC(C)(C)C)=C